1-[(3aR,9bR)-7-[(2,5-dichlorophenyl)methoxy]-9b-(4-fluorobenzenesulfonyl)-1H,2H,3H,3aH,4H,5H,9bH-benzo[e]indol-3-yl]-2-methanesulfonylethan-1-one ClC1=C(C=C(C=C1)Cl)COC1=CC2=C([C@@]3(CCN([C@@H]3CC2)C(CS(=O)(=O)C)=O)S(=O)(=O)C2=CC=C(C=C2)F)C=C1